(2S,3R,5S)-3-(3,4-difluoro-2-methoxyphenyl)-5-methyl-N-(3-sulfamoylphenyl)-5-(trifluoromethyl)tetrahydrothiophene-2-carboxamide 1-(4-chlorophenyl)-1H-pyrazol-3-yl-2-(p-tolyl)acetate ClC1=CC=C(C=C1)N1N=C(C=C1)C(C(=O)O)C1=CC=C(C=C1)C.FC=1C(=C(C=CC1F)[C@@H]1[C@H](S[C@@](C1)(C(F)(F)F)C)C(=O)NC1=CC(=CC=C1)S(N)(=O)=O)OC